6,6'-dibromo-[1,1'-binaphthyl]-2,2'-diol BrC1=CC2=CC=C(C(=C2C=C1)C=1C(=CC=C2C=C(C=CC12)Br)O)O